O=C1N(C=CC=C1C(=O)N)C1=CC=C(C=C1)C(F)(F)F 2-oxo-1-(4-(trifluoromethyl)phenyl)-1,2-dihydropyridine-3-carboxamide